3-[(4-{3-(cyanomethyl)-3-[3-(7H-pyrrolo[2,3-d]pyrimidin-4-yl)-1H-pyrrol-1-yl]azetidin-1-yl}piperidin-1-yl)carbonyl]benzonitrile C(#N)CC1(CN(C1)C1CCN(CC1)C(=O)C=1C=C(C#N)C=CC1)N1C=C(C=C1)C=1C2=C(N=CN1)NC=C2